C(C1=CC=CC=C1)OC(=O)N[C@@H](CCC(=O)N[C@@H](CCC(=O)OC)C(=O)OC)C(=O)OC dimethyl ((S)-4-(((benzyloxy)carbonyl)amino)-5-methoxy-5-oxopentanoyl)-L-glutamate